C(CCCCCCCCCCCCCCC=CCC=CCC=CCC=CCC=CCC=CCC)(=O)O tetratriaconta-16,19,22,25,28,31-hexaenoic acid